N-[(S)-1-(3,4-dichlorophenyl)ethyl]-4-[(S)-5-methyl-1,4-diazepan-1-yl]-8-cyclopropyl-6-methyl-1,7-diaza-3-naphthamide ClC=1C=C(C=CC1Cl)[C@H](C)NC(=O)C=1C=NC2=C(N=C(C=C2C1N1CCN[C@H](CC1)C)C)C1CC1